N=1N(N=CC1)C1=C(C=C(C=N1)NC(C1=C(C=C(C=C1)C1=CC=NC2=CC=CC=C12)C)=O)C(F)(F)F N-(6-(2H-1,2,3-triazol-2-yl)-5-(trifluoromethyl)pyridin-3-yl)-2-methyl-4-(quinolin-4-yl)benzamide